3-amino-1-(3-(cycloheptylmethoxy)phenyl)propan-1-one NCCC(=O)C1=CC(=CC=C1)OCC1CCCCCC1